N-(4'-chloro-3',5-difluorobiphenyl-2-yl)-3-trifluoromethyl-1-methyl-1H-pyrazole-4-carboxamide ClC1=C(C=C(C=C1)C1=C(C=CC(=C1)F)NC(=O)C=1C(=NN(C1)C)C(F)(F)F)F